N-cyclobutyl-N-(2-hydroxyethyl)-2-methyl-5-((2-(trifluoromethyl)pyridin-3-yl)methoxy)benzofuran-3-carboxamide C1(CCC1)N(C(=O)C1=C(OC2=C1C=C(C=C2)OCC=2C(=NC=CC2)C(F)(F)F)C)CCO